C(C1=CC=CC=C1)(C1=CC=CC=C1)C1(C(=O)NCCCC1)N benzhydryl-aminocaprolactam